FC(C1=CC=C(C[C@H](N)C(=O)O)C=C1)(F)F 4-trifluoromethyl-phenylalanine